C(C)(C)(C)NC(C(=O)C1=C(C(=C(N1C)C)C(=O)NC1=CC(=C(C=C1)F)C)C)=O 5-(2-(tert-butylamino)-2-oxoacetyl)-N-(4-fluoro-3-methylphenyl)-1,2,4-trimethyl-1H-pyrrole-3-carboxamide